NC=1C=C(C=C(C1)C(F)(F)F)[C@@H](C)NC=1C2=C(N=C(N1)C)N=C(C(=C2)C(=O)N(C)C)N2CC1C(C1C2)(F)F 4-((R)-1-(3-amino-5-(trifluoromethyl)phenyl)ethylamino)-7-(6,6-difluoro-3-azabicyclo[3.1.0]hexan-3-yl)-N,N,2-trimethylpyrido[2,3-d]pyrimidine-6-carboxamide